C(C)(=O)OC1=CC(=CC2=C1SC=C2C)C(=O)OCC ethyl 7-acetoxy-3-methylbenzo[b]thiophene-5-carboxylate